N2-(4-amino-5-benzoyl-1,3-thiazol-2-yl)-N2-(3-methylphenyl)alaninamide NC=1N=C(SC1C(C1=CC=CC=C1)=O)N([C@@H](C)C(=O)N)C1=CC(=CC=C1)C